C(C)C=1C(=CC=C2C=C(C=C(C12)C1=C(C=2N=C(N=C(C2C=N1)N1CCCC2(CCO2)C1)OCC1(CC1)CN(C)C)F)OCOC)F 1-[1-[[7-[8-ethyl-7-fluoro-3-(methoxymethoxy)-1-naphthyl]-8-fluoro-4-(1-oxa-8-azaspiro[3.5]nonan-8-yl)pyrido[4,3-d]pyrimidin-2-yl]oxymethyl]cyclopropyl]-N,N-dimethyl-methylamine